C1(CC1)N(C1=C(C(=NC=N1)NC[C@@H]1[C@H](CN(CC1)CC(=O)N)O)F)CC=1C=NC(=CC1)C(F)F ((3R,4R)-4-(((6-(cyclopropyl((6-(difluoromethyl)pyridin-3-yl)methyl)amino)-5-fluoropyrimidin-4-yl)amino)methyl)-3-hydroxypiperidin-1-yl)acetamide